(5R)-5-(3-methoxy-2-methyl-phenyl)-6,7-dihydro-5H-pyrrolo[3,4-d]pyrimidine COC=1C(=C(C=CC1)[C@H]1NCC=2N=CN=CC21)C